2-(3,4-dichlorophenyl)-1-ethyl-5-fluoro-6-methyl-4-oxo-pyridine-3-carboxylic acid ethyl ester C(C)OC(=O)C1=C(N(C(=C(C1=O)F)C)CC)C1=CC(=C(C=C1)Cl)Cl